(3R,4S)-4-fluoro-1-[4,4,4-trifluoro-3-(trifluoromethyl)butanoyl]pyrrolidin (2R,3S,4S)-4-hydroxy-2-(4-(oxazol-5-yl)benzyl)pyrrolidin-3-yl-(3-(trifluoromethoxy)benzyl)carbamate O[C@@H]1[C@H]([C@H](NC1)CC1=CC=C(C=C1)C1=CN=CO1)N(C(O)=O)CC1=CC(=CC=C1)OC(F)(F)F.F[C@H]1CCN(C1)C(CC(C(F)(F)F)C(F)(F)F)=O